CC1N(C2=C(OC1)C=C(C(=C2)C)[N+](=O)[O-])C(=O)C2=CC=C(C=C2)F (3,6-dimethyl-7-nitro-2,3-dihydro-4H-benzo[b][1,4]oxazin-4-yl)(4-fluorophenyl)methanone